5-[3-(1H-imidazol-4-yl)-5,7-dimethoxyimidazo[1,2-a]pyrimidin-2-yl]-3-(trifluoromethyl)-1H-1,2,4-triazole N1C=NC(=C1)C1=C(N=C2N1C(=CC(=N2)OC)OC)C2=NC(=NN2)C(F)(F)F